C(C)C(COP(=O)(OCC(CCCC)CC)O)CCCC.CN(C1=CC=C(C=C1)C(=O)C1=CC=C(C=C1)N(C)C)C bis(4-(dimethylamino)phenyl)Methanone bis(2-ethylhexyl)Phosphate